6-chloro-N-(3-chloro-2-fluoro-4-((3-methyl-3H-imidazo[4,5-b]pyridin-6-yl)oxy)phenyl)pyrido[3,2-d]pyrimidin-4-amine ClC=1C=CC=2N=CN=C(C2N1)NC1=C(C(=C(C=C1)OC=1C=C2C(=NC1)N(C=N2)C)Cl)F